C(CCCCCO[2H])O 1,6-hexanediol-d